C1(=CC=CC=C1)C1=C(C=CC=C1)P(C(C1=C(C=C(C=C1C)C)C)=O)(C(C1=C(C=C(C=C1C)C)C)=O)=O phenyl-bis(2,4,6-trimethyl-benzoyl)phenylphosphine oxide